CC1=C(C(NC(=C1)C)=O)CNC(=O)C=1C2=CN(N=C2C=CC1)C(C)C N-((1,2-dihydro-4,6-dimethyl-2-oxopyridin-3-yl)methyl)-2-isopropyl-2H-indazole-4-carboxamide